FC1=CC(=CC2=CN(N=C12)C)NC(=O)C1=CC=C(C=2N=C(OC21)OC)N2C[C@@H](N([C@H](C2)C)C(=O)OC(C)(C)C)C tert-butyl (2S,6S)-4-[7-[(7-fluoro-2-methyl-indazol-5-yl)carbamoyl]-2-methoxy-1,3-benzoxazol-4-yl]-2,6-dimethyl-piperazine-1-carboxylate